OC=1C(NN=C(C1)C(C)C1=CC(=CC=C1)C(F)(F)F)=O 4-hydroxy-6-{1-[3-(trifluoromethyl)phenyl]ethyl}pyridazine-3(2H)-one